CC(C(CCC)C(=O)N)C(=O)N Hexane-2,3-dicarboxamide